N1=C(C=C2N1CCCCNC2)C(=O)N 4,5,6,7,8,9-hexahydropyrazolo[1,5-a][1,4]diazocine-2-carboxamide